N(CCO)CCO.C(CCCCCCCCCCC)C(C(=O)O)CCCCCCCCCC dodecyl-lauric acid diethanolamine salt